2-Chloro-4-{6-[2-(4,7-dichloro-2-methyl-indol-1-yl)-ethylamino]-pyrimidin-4-yl}-6-methylsulfanyl-benzoic acid ClC1=C(C(=O)O)C(=CC(=C1)C1=NC=NC(=C1)NCCN1C(=CC2=C(C=CC(=C12)Cl)Cl)C)SC